CC1CC=NO1 5-methyl-4,5-dihydro-1,2-oxazol